OC(C/C=C/C=1C=CC(=C(C(=O)OC)C1)OC)CC=C methyl (E)-5-(4-hydroxyhepta-1,6-dien-1-yl)-2-methoxybenzoate